2-Morpholinyl-6-((tetrahydro-2H-pyran-4-yl)amino)pyrimidine-4-carboxylic acid methyl ester COC(=O)C1=NC(=NC(=C1)NC1CCOCC1)N1CCOCC1